NC=1C=C2CN(C(C2=CC1)=O)C=1C=NN(C1)C(=O)OC(C)(C)C tert-butyl 4-(5-amino-1-oxoisoindolin-2-yl)-1H-pyrazole-1-carboxylate